BrC1=NN2C(N=C(C=C2)O[Na])=C1 (2-Bromopyrazolo[1,5-a]pyrimidin-5-yl)oxysodium